(1R,2S,5R)-2-isopropyl-5-methylcyclohexyl chloromethyl carbonate C(O[C@H]1[C@@H](CC[C@H](C1)C)C(C)C)(OCCl)=O